BrC=1C=C2C(=NC(=NC2=C2C1N(N=C2)C)C(F)(F)F)N[C@H](C)C=2C=C(C=C(C2)F)C(CO)(F)F (R)-2-(3-(1-((6-bromo-7-methyl-2-(trifluoromethyl)-7H-pyrazolo[3,4-h]quinazolin-4-yl)amino)ethyl)-5-fluorophenyl)-2,2-difluoroethan-1-ol